C(#N)C1=CC(=C2C=C(N(C2=C1)C1CC1)C(C(=O)N)C(C)(C)C)F (6-cyano-1-cyclopropyl-4-fluoro-1H-indol-2-yl)-3,3-dimethylbutyramide